3,4-dimethyl-pentene CC(C=C)C(C)C